OC[C@H]1N(C[C@H](C1)SC)C(=O)OC(C)(C)C Tert-Butyl (2S,4S)-2-(hydroxymethyl)-4-(methylthio)pyrrolidine-1-carboxylate